4-(7-methoxy-2,2-dimethyl-2,3-dihydrobenzofuran-5-yl)thiazol-2-amine COC1=CC(=CC=2CC(OC21)(C)C)C=2N=C(SC2)N